(3R)-7-((2S,5R)-4-acryloyl-2,5-dimethylpiperazin-1-yl)-9-chloro-10-(2,4-difluorophenyl)-3-(3-(4-(prop-1-en-2-yl)piperidin-1-yl)propyl)-2,3-dihydro-5H-[1,4]oxazino[2,3,4-ij]quinazolin C(C=C)(=O)N1C[C@@H](N(C[C@H]1C)C1=NCN2C3=C(C(=C(C=C13)Cl)C1=C(C=C(C=C1)F)F)OC[C@H]2CCCN2CCC(CC2)C(=C)C)C